4-(8-amino-3-((2S)-1-(3-((2-(2,6-dioxopiperidin-3-yl)-1,3-dioxoisoindoline-4-yl)amino)propionyl)pyrrolidin-2-yl)imidazo[1,5-a]pyrazin-1-yl)-N-(pyridin-2-yl)benzamide NC=1C=2N(C=CN1)C(=NC2C2=CC=C(C(=O)NC1=NC=CC=C1)C=C2)[C@H]2N(CCC2)C(CCNC2=C1C(N(C(C1=CC=C2)=O)C2C(NC(CC2)=O)=O)=O)=O